ClC1=C(C=2N=C(N=C(C2C=N1)N([C@H]1CN(CC1)C(=O)OC(C)(C)C)CC1CC1)OC[C@]12CCCN2C[C@@H](C1)F)F (R)-tert-butyl 3-((7-chloro-8-fluoro-2-(((2R,7aS)-2-fluorohexahydro-1H-pyrrolizin-7a-yl)methoxy)pyrido[4,3-d]pyrimidin-4-yl)(cyclopropylmethyl)amino)pyrrolidine-1-carboxylate